methyl-Sulfonylurea CS(=O)(=O)NC(=O)N